1'-(5-hydroxy-4'-oxo-1,3-dihydro-4'H-spiro[indene-2,5'-[1,3]oxazol]-2'-yl)-3H-spiro[2-benzofuran-1,4'-piperidin]-3-one OC=1C=C2CC3(C(N=C(O3)N3CCC4(CC3)OC(C3=C4C=CC=C3)=O)=O)CC2=CC1